O=C1NC(CCC1N1C(C2=CC=CC(=C2C1=O)OCCCCCCNC(OC(C)(C)C)=O)=O)=O tert-butyl (6-((2-(2,6-dioxopiperidin-3-yl)-1,3-dioxoisoindolin-4-yl)oxy)hexyl)carbamate